The molecule is a tetracyclic triterpenoid that is 5alpha-lanosta-8-ene with an epoxy group across positions 24 and 25, a hydroxy group at position 26 and oxo groups at positions 3 and 7. Isolated from the fruiting bodies of Ganoderma pfeifferi, it exhibits antiviral activity against influenza A virus. It has a role as a metabolite and an EC 3.2.1.18 (exo-alpha-sialidase) inhibitor. It is a diketone, a primary alcohol, a tetracyclic triterpenoid and an epoxide. It derives from a hydride of a lanostane. C[C@H](CCC1C(O1)(C)CO)[C@H]2CC[C@@]3([C@@]2(CCC4=C3C(=O)C[C@@H]5[C@@]4(CCC(=O)C5(C)C)C)C)C